2-(phenylamino)ethan-1-one C1(=CC=CC=C1)NCC=O